manganese sodium salt [Na].[Mn]